3-amino-3-[(2-methyl-1-phenylpropan-2-yl)carbamoyl]propionic acid NC(CC(=O)O)C(NC(CC1=CC=CC=C1)(C)C)=O